rac-2-Chloro-1-phenylethan-1-ol ClC[C@H](O)C1=CC=CC=C1 |r|